C(C)(=O)O[C@H](CC=1OC=CC1)C (S)-2-(2-acetoxy-1-propyl)furan